Pyrazolo[3,4-d]pyridazinone C1=C2C(=CN=N1)N=NC2=O